6-(5-chloro-2-pyridinyl)-7-[(4-methylpiperazin-1-yl)carboxyoxy]-5,6-dihydropyrrolo[3,4-b]pyrazin-5-one ClC=1C=CC(=NC1)N1C(C2=NC=CN=C2C1=O)OC(=O)ON1CCN(CC1)C